C1(CC1)C1=CC=C(C=C1)NC(=O)[C@H]1NCCCCC1 (2S)-N-(4-cyclopropylphenyl)azepane-2-carboxamide